C(C)(C)(C)C=1SC(=CN1)C1=CC(=NC=C1)N(C(=O)C1CCC(CC1)N1CC(CC1)N(C)C)CC12CCC(CC1)(CC2)C2=CC(=C(C=C2)OC)C 4-((4-(2-(tert-Butyl)thiazol-5-yl)pyridin-2-yl)((4-(4-methoxy-3-methylphenyl)bicyclo[2.2.2]octan-1-yl)methyl)carbamoyl)cyclohexyl-3-(dimethylamino)pyrrolidine